(1-(4-(2-oxo-2,3-dihydro-1H-imidazo[4,5-b]pyridin-7-yl)-1H-pyrazole-1-carbonyl)pyrrolidin-3-yl)propionitrile O=C1NC=2C(=NC=CC2C=2C=NN(C2)C(=O)N2CC(CC2)C(C#N)C)N1